The molecule is a dehydroamino acid derived from glycine. It has a role as an Escherichia coli metabolite. It is a dehydroamino acid and an imine. It is a conjugate acid of a dehydroglycinate. It is a tautomer of a dehydroglycine zwitterion. C(=N)C(=O)O